(2R)-3-methoxy-2-[(5-methyl-2-oxo-1H-pyrimidin-4-yl)sulfanyl]-N-[(1S)-1-(2-oxoindolin-5-yl)ethyl]propanamide COC[C@H](C(=O)N[C@@H](C)C=1C=C2CC(NC2=CC1)=O)SC1=NC(NC=C1C)=O